N-(2-((2-(dimethylamino)ethyl)(methyl)amino)-5-(4-(5-fluoro-3-isopropyl-2-oxo-2,3-dihydro-1H-benzo[d]imidazol-1-yl)pyrimidin-2-ylamino)-4-methoxyphenyl)acrylamide CN(CCN(C1=C(C=C(C(=C1)OC)NC1=NC=CC(=N1)N1C(N(C2=C1C=CC(=C2)F)C(C)C)=O)NC(C=C)=O)C)C